C1(CC1)C=1N=CN(C1)C1=CC(=NC=C1)C(=O)NC1=CC=CC=2C=3N([C@H](COC21)CF)N=NN3 (R)-4-(4-cyclopropyl-1H-imidazol-1-yl)-N-(5-(fluoromethyl)-5,6-dihydrobenzo[f]tetrazolo[1,5-d][1,4]oxazepin-8-yl)picolinamide